COC(C)(C)OC 2,2-di-methoxypropane